(1s,4s)-4-(5-chloro-4-nitro-1H-pyrazol-1-yl)-1-iminohexahydro-1λ6-thiopyran 1-oxide ClC1=C(C=NN1C1CCS(CC1)(=N)=O)[N+](=O)[O-]